COC1=C(C=CC(=C1OC)OC)B(O)O (2,3,4-trimethoxyphenyl)boronic acid